OC1=CC=C(C=C(C(=O)OC)C(=O)OC)C=C1 dimethyl 2-(4-hydroxybenzylidene)malonate